C1(=CC=C(C=C1)N[C@@H]1CN(CC1)CC(=O)N1[C@@H](CC(C1)(F)F)C#N)C1=CC=CC=C1 (S)-1-(2-((S)-3-([1,1'-biphenyl]-4-ylamino)pyrrolidin-1-yl)acetyl)-4,4-difluoropyrrolidine-2-carbonitrile